N-[(6-bromo-4-fluoro-1H-benzoimidazol-2-yl)(cyclooctyl)methyl]-3-methylisoxazole-4-carboxamide BrC=1C=C(C2=C(NC(=N2)C(NC(=O)C=2C(=NOC2)C)C2CCCCCCC2)C1)F